COCC=1N=CSC1C1=CC=C(C=C1)[C@H](C)NC(OC(C)(C)C)=O tert-butyl N-[(1S)-1-[4-[4-(methoxymethyl)thiazol-5-yl]phenyl]ethyl]carbamate